3-[(3-chloro-2-methoxyphenyl)amino]-2-(3-fluoropyridin-4-yl)-7-(2-hydroxyethyl)-1H,5H,6H,7H-pyrrolo[3,2-c]pyridin-4-one ClC=1C(=C(C=CC1)NC1=C(NC2=C1C(NCC2CCO)=O)C2=C(C=NC=C2)F)OC